ethyl (S)-3-(2',4'-difluorobiphenyl-3-yl)-3-(3-(4-hydroxy-1,5-dimethyl-2-oxo-1,2-dihydropyridin-3-yl)ureido)propanoate FC1=C(C=CC(=C1)F)C1=CC(=CC=C1)[C@H](CC(=O)OCC)NC(=O)NC=1C(N(C=C(C1O)C)C)=O